COC(C(=O)NC1=CC=C(C=C1)C=1OC2=NC=CC=C2N1)C 2-methoxy-N-(4-oxazolo[5,4-b]pyridin-2-ylphenyl)propionamide